peroxydicarbonate (peroxy dicarbonate) C(=O)(O)OOC(=O)O.C(=O)(O)OOC(=O)O